P(=O)([O-])([O-])[O-].C[SiH](C)C.C[SiH](C)C.[Na+].[Na+].[Na+] sodium bis(trimethylsilane) phosphate